(4-((3,4-dichlorobenzyl)oxy)-3-methoxy-5-methylphenyl)methanol ClC=1C=C(COC2=C(C=C(C=C2C)CO)OC)C=CC1Cl